prop-2-en-1-yl (1r,4s)-4-(3-bromoanilino)-6'-[(prop-2-en-1-yl)oxy]-2',3'-dihydrospiro[cyclohexane-1,1'-indene]-4-carboxylate BrC=1C=C(NC2(CCC3(CCC4=CC=C(C=C34)OCC=C)CC2)C(=O)OCC=C)C=CC1